C(CC)[Si](OC)(OC)OC PROPYLTRIMETHOXYSILANE